C(C)(C)(C)OC(CN1N=C(C=2C(=CC=CC12)C(=O)OC)I)=O methyl 1-(2-(tert-butoxy)-2-oxoethyl)-3-iodo-1H-indazole-4-carboxylate